tert-Butyl 4-(4-(9-(4-fluorophenyl)-3-oxo-3,7,8,9-tetrahydro-2H-pyrido[4,3,2-de]phthalazin-8-yl)benzyl)piperazine-1-carboxylate FC1=CC=C(C=C1)C1C(NC=2C=3C1=NNC(C3C=CC2)=O)C2=CC=C(CN3CCN(CC3)C(=O)OC(C)(C)C)C=C2